N[C@@H]1C2=CC=CC=C2CC12CCN(CC2)C2=NC=1C(=NC=C(N1)SC1=CC(=NC=C1Cl)O)N2 (S)-4-((2-(1-amino-1,3-dihydrospiro[indene-2,4'-piperidin]-1'-yl)-1H-imidazo[4,5-b]pyrazin-5-yl)thio)-5-chloropyridin-2-ol